3-[(6-bromo-3-pyridyl)-(9H-fluoren-9-ylmethoxycarbonyl)amino]Propionic acid BrC1=CC=C(C=N1)N(CCC(=O)O)C(=O)OCC1C2=CC=CC=C2C=2C=CC=CC12